5-(6-(difluoromethoxy)-1H-pyrrolo[2,3-b]pyridin-3-yl)-N-(1-methylpiperidin-4-yl)pyrazolo[1,5-a]pyridine-3-carboxamide FC(OC1=CC=C2C(=N1)NC=C2C2=CC=1N(C=C2)N=CC1C(=O)NC1CCN(CC1)C)F